[NH4+].P(=O)(OCCN(CC1=CC=C(C=C1)OC)C(CCCCC1=CC(=CC=C1)OCCCCC1=CC=C(C=C1)C1=CC=CC=C1)=O)(O)O 2-[(5-{3-[4-(Biphenyl-4-yl)butoxy]phenyl}pentanoyl) (4-methoxybenzyl)amino]ethyl dihydrogen phosphate ammonium salt